(S)-6-(2-fluoro-5-(2,2,2-trifluoro-1-hydroxyethyl)phenyl)-3-methoxypyrazine-2-carboxylic acid FC1=C(C=C(C=C1)[C@@H](C(F)(F)F)O)C1=CN=C(C(=N1)C(=O)O)OC